FC(S(=O)(=O)OC=1COCC1)(F)F 2,5-dihydrofuran-3-yl trifluoromethanesulfonate